4-(1-(4-((4-Ethylpiperazin-1-yl)methyl)-2-fluorophenyl)-2-methyl-1H-imidazol-4-yl)-N-((3R,4S)-3-fluoro-1-(methylsulfonyl)piperidin-4-yl)-5-(trifluoromethyl)pyrimidin-2-amine C(C)N1CCN(CC1)CC1=CC(=C(C=C1)N1C(=NC(=C1)C1=NC(=NC=C1C(F)(F)F)N[C@@H]1[C@@H](CN(CC1)S(=O)(=O)C)F)C)F